FC(CN(CC)CC)(F)F trifluorotriethylamine